BrC=1C=CC(=C(C1)C[C@@H](C(=O)O)N(C(=O)OC)C1C2=CC=CC=C2C=2C=CC=CC12)F (2S)-3-(5-bromo-2-fluorophenyl)-2-(9H-fluoren-9-yl-methoxycarbonylamino)propanoic acid